CC1(CCOC=2C(=NC=C(C21)C=O)N2[C@H](COCC2)C)C (S)-4,4-dimethyl-8-(3-methylmorpholino)-3,4-dihydro-2H-pyrano[2,3-c]pyridine-5-carbaldehyde